5-chloro-N-((1r,4r)-4-((3-(4-cyanopyridin-3-yl)-2-oxo-2,3-dihydro-1H-benzo[d]imidazol-1-yl)methyl)cyclohexyl)-2-(trifluoromethyl)nicotinamide ClC=1C=NC(=C(C(=O)NC2CCC(CC2)CN2C(N(C3=C2C=CC=C3)C=3C=NC=CC3C#N)=O)C1)C(F)(F)F